2-(aminomethyl)-4-(4-methylpyridin-3-yl)aniline tert-butyl-2-cyclohexyl-2-methylhydrazine-1-carboxylate C(C)(C)(C)OC(=O)NN(C)C1CCCCC1.NCC1=C(N)C=CC(=C1)C=1C=NC=CC1C